The molecule is an N-acyl-1-O-beta-D-glucosyl-15-methylhexadecasphing-4-enine in which the acyl group has 24 carbons and 0 double bonds and is 2-hydroxylated. It derives from a 15-methylhexadecasphing-4-enine. CCCCCCCCCCCCCCCCCCCCCCC(C(=O)N[C@@H](CO[C@H]1[C@@H]([C@H]([C@@H]([C@H](O1)CO)O)O)O)[C@@H](/C=C/CCCCCCCCCC(C)C)O)O